tetra-allyl-pyromellitic acid C(C=C)OC(C=1C(C(=O)OCC=C)=CC(=C(C1)C(=O)OCC=C)C(=O)OCC=C)=O